(S)-4-(2-(5-cyclopropyl-4-fluoro-3,3-dimethyl-2-oxoindolin-1-yl)acetamido)-3-fluorobutyric acid methyl ester COC(C[C@@H](CNC(CN1C(C(C2=C(C(=CC=C12)C1CC1)F)(C)C)=O)=O)F)=O